C(CC(O)(C(=O)[O-])CC(=O)[O-])(=O)[O-].[Li+].[Li+].[Li+] Trilithium citrat